3,6-Dimethyl-2-(4-{5-[(7S)-7-methyl-7-[(2R)-2-methylpyrrolidin-1-yl]-6,7,8,9-tetrahydro-5H-benzo[7]annulen-2-yl]-1H-pyrazolo[3,4-b]pyridin-3-yl}phenyl)pyridine CC=1C(=NC(=CC1)C)C1=CC=C(C=C1)C1=NNC2=NC=C(C=C21)C=2C=CC1=C(CC[C@](CC1)(N1[C@@H](CCC1)C)C)C2